COC=1C=C2C(=C3C(=NC2=CC1OC)CCCCC3)N[C@H]3CNCCC3 (3R)-N-{2,3-dimethoxy-6H,7H,8H,9H,10H-cyclohepta[b]quinolin-11-yl}piperidin-3-amine